5-methoxy-1H-benzo[d]imidazole-6-carboxylic acid COC1=CC2=C(NC=N2)C=C1C(=O)O